5-amino-4-(5-(3-fluoro-4-(hydroxymethyl)pyridin-2-yl)-1-oxoisoindolin-2-yl)-5-oxopentanoic acid tert-butyl ester C(C)(C)(C)OC(CCC(C(=O)N)N1C(C2=CC=C(C=C2C1)C1=NC=CC(=C1F)CO)=O)=O